methyl (1S,3S)-3-((2-(5-chloro-3-(((5-(cyclobutylmethyl)-1,2,4-oxadiazol-3-yl)amino)methyl)thiophen-2-yl)-4-methylpyrimidin-5-yl)oxy)cyclohexane-1-carboxylate ClC1=CC(=C(S1)C1=NC=C(C(=N1)C)O[C@@H]1C[C@H](CCC1)C(=O)OC)CNC1=NOC(=N1)CC1CCC1